FC1=CC(=C(C(=O)O)C=C1)C1=CC(=CC=C1)O 4-fluoro-2-(3'-hydroxyphenyl)benzoic acid